CNC(=O)NCC1CN(C2=CC=CN=C2C1)C1=CC=C(C=C1)C(F)(F)F 1-methyl-3-((1-(4-(trifluoromethyl)phenyl)-1,2,3,4-tetrahydro-1,5-naphthyridin-3-yl)methyl)urea